ClC=1C=C(C(=O)NNC(=O)Cl)C=C(C1)Cl 2-(3,5-dichlorobenzoyl)hydrazinecarbonyl chloride